C(CC)S(=S)(=S)[O-] dithio-propanesulfonate